tert-butyl 3-{[(2-methoxypyridin-4-yl)methyl]amino}piperidine-1-carboxylate COC1=NC=CC(=C1)CNC1CN(CCC1)C(=O)OC(C)(C)C